ClC1=NC2=C(N1)C=CC=C2C(=O)O 2-chloro-1H-benzo[d]imidazole-4-carboxylic acid